vinyl (isobutyrate) C(C(C)C)(=O)OC=C